ClC1=C(C=C(C=N1)NC(C1=CC(=CC=C1)C(F)(F)F)=O)NCC=1C(=NC(=NC1)SC)NC N-(6-chloro-5-(((4-(methylamino)-2-(methylthio)pyrimidin-5-yl)methyl)amino)pyridin-3-yl)-3-(trifluoromethyl)benzamide